CC(C(=O)OC=1C(=NN(C(C1C1=C(C(=CC=C1F)Cl)CCC1=CC=C(C=C1)Cl)=O)C)C)C [5-[3-chloro-2-[2-(4-chlorophenyl)ethyl]-6-fluoro-phenyl]-1,3-dimethyl-6-oxo-pyridazin-4-yl] 2-methylpropanoate